FC(C(C(F)(F)F)(F)F)(S(=O)[O-])F.[NH4+] ammonium perfluoro-n-propanesulfinate